chromium-telluride [Te-2].[Cr+3].[Te-2].[Te-2].[Cr+3]